C(C)(C)(C)OC(=O)N1C(CCC2=CC(=CC=C12)OC1=C(C=CC=C1)C)=O 2-oxo-6-(o-tolyloxy)-3,4-dihydroquinoline-1(2H)-carboxylic acid tert-butyl ester